N1C=NC(=C1)C1CN(CCC1)C1=NC(=NC=C1)C1=CN=C2N1C=C(N=C2)C(F)(F)F 3-(4-(3-(1H-Imidazol-4-yl)piperidin-1-yl)pyrimidin-2-yl)-6-(trifluoromethyl)imidazo[1,2-a]pyrazine